diethyl [(phenylamino)methylidene]propanedioate C1(=CC=CC=C1)NC=C(C(=O)OCC)C(=O)OCC